BrC1=CC=NN1C(F)(F)F 5-bromo-1-(trifluoromethyl)-1H-pyrazole